ClC1=CC=C2C(=CNC2=C1F)S(=O)(=O)NC1=NC=C(C(=N1)OC)CCC#N 6-chloro-N-[5-(2-cyanoethyl)-4-methoxy-pyrimidin-2-yl]-7-fluoro-1H-indole-3-sulfonic acid amide